O1C(OCC1)CCCCC[Mg]Br [5-(1,3-dioxolan-2-yl)pentyl]magnesium bromide